FC1=CC2=C(OC(CN2C(=O)OC(C)(C)C)CC(=O)OC)C=C1 tert-butyl 6-fluoro-2-(2-methoxy-2-oxoethyl)-2H-benzo[b][1,4]oxazine-4(3H)-carboxylate